OC1CN(C1)C1=C(N=CS1)C(=O)O 5-(3-hydroxyazetidin-1-yl)-1,3-thiazole-4-carboxylic acid